tert-Butyl 3-(4-(1,1-difluoro-2-(methoxy(methyl)amino)-2-oxoethoxy)-7-(thiazol-4-yl)benzo[d]oxazol-2-yl)-3,8-diazabicyclo[3.2.1]octane-8-carboxylate FC(C(=O)N(C)OC)(OC1=CC=C(C2=C1N=C(O2)N2CC1CCC(C2)N1C(=O)OC(C)(C)C)C=1N=CSC1)F